6-[(2,5-dichloropyrimidin-4-yl)amino]-3-methyl-1H-benzimidazol-2-one ClC1=NC=C(C(=N1)NC=1C=CC2=C(NC(N2C)=O)C1)Cl